1-methylpyrrole-2-carboxamide CN1C(=CC=C1)C(=O)N